The molecule is the organophosphate oxoanion formed by proton loss from each of the phospho groups of 4-O-[4-O-(2-acetamido-2-deoxy-alpha-D-glucosylphospho)-2-acetamido-2-deoxy-alpha-D-glucosylphospho]-2-acetamido-2-deoxy-alpha-D-glucosyl 3-aminopropyl phosphate. It is a conjugate base of a trihydrogen 4-O-[4-O-(2-acetamido-2-deoxy-alpha-D-glucosylphospho)-2-acetamido-2-deoxy-alpha-D-glucosylphospho]-2-acetamido-2-deoxy-alpha-D-glucosyl 3-aminopropyl phosphate. CC(=O)N[C@@H]1[C@H]([C@@H]([C@H](O[C@@H]1OP(=O)([O-])O[C@@H]2[C@H](O[C@@H]([C@@H]([C@H]2O)NC(=O)C)OP(=O)([O-])O[C@@H]3[C@H](O[C@@H]([C@@H]([C@H]3O)NC(=O)C)OP(=O)([O-])OCCCN)CO)CO)CO)O)O